(2-octylcyclopropyl)methyl-6-(2-(dimethylamino)-3-(4-methoxy-4-oxobutoxy)propoxy)hexanoate C(CCCCCCC)C1C(C1)COC(CCCCCOCC(COCCCC(=O)OC)N(C)C)=O